(R)-2-((S)-2,2-dimethylcyclopropane-1-carbonyl)-6-(thiazole-5-carbonyl)-2,6-diazaspiro[3.4]octane-8-carboxylic acid CC1([C@H](C1)C(=O)N1CC2(C1)CN(C[C@@H]2C(=O)O)C(=O)C2=CN=CS2)C